13-chloro-10-(2,6-difluoro-4-{[2-(methylamino)ethyl]amino}phenyl)-4-fluoro-8,15-dimethyl-6,8,10-triazatricyclo[9.4.0.02,7]pentadeca-1(11),2(7),3,5,12,14-hexaen-9-one ClC1=CC=2N(C(N(C=3N=CC(=CC3C2C(=C1)C)F)C)=O)C1=C(C=C(C=C1F)NCCNC)F